(S)-1-(4-(4-(6-(3,5-dimethylisoxazol-4-yl)-4-(3-phenylmorpholino)quinazolin-2-yl)-1H-pyrazol-1-yl)piperidin-1-yl)ethan-1-one CC1=NOC(=C1C=1C=C2C(=NC(=NC2=CC1)C=1C=NN(C1)C1CCN(CC1)C(C)=O)N1[C@H](COCC1)C1=CC=CC=C1)C